2-bromo-4-(1,1-difluoro-2,3-dihydroxypropoxy)-3-fluorobenzonitrile BrC1=C(C#N)C=CC(=C1F)OC(C(CO)O)(F)F